4-(3-methoxy-4-phenoxyphenyl)-2H,4H,5H,6H,7H-pyrazolo[3,4-b]pyridin-6-one COC=1C=C(C=CC1OC1=CC=CC=C1)C1C=2C(NC(C1)=O)=NNC2